C1(CC1)C(=C)C1=C(C2=C(C=3C(=NN(C3C=C2)C2OCCCC2)F)CCC1)C1=CC=C(C=C1)N1CCC(CC1)C(OC)OC 7-(1-cyclopropylvinyl)-6-(4-(4-(dimethoxymethyl)piperidin-1-yl)phenyl)-1-fluoro-3-(tetrahydro-2H-pyran-2-yl)-3,8,9,10-tetrahydrocyclohepta[e]indazole